CNS(=O)(=O)C1=C(C=CC=C1)[N+](=O)[O-] N-methyl-2-nitrobenzenesulfonamide